O1CC(CC1)NC(=O)C1CCNCC1 N-(tetrahydrofuran-3-yl)piperidine-4-carboxamide